oxo-N-(1H-pyrazolo[4,3-c]pyridin-7-yl)-2-[(2R,5S)-2-[2-[3-[(dimethylamino)methyl]oxetan-3-yl]-1,3-benzothiazol-5-yl]-5-methyl-1-piperidyl]acetamide O=C(C(=O)NC=1C2=C(C=NC1)C=NN2)N2[C@H](CC[C@@H](C2)C)C=2C=CC1=C(N=C(S1)C1(COC1)CN(C)C)C2